FC=1C=C(C(=O)N2C=C(C=3NC=4C=CC=CC4C3CC2C)C(=O)O)C=CC1F 3-(3,4-difluorobenzoyl)-2-methyl-1,2,3,6-tetrahydroazepino[4,5-b]indole-5-carboxylic acid